C(C)(C)(C)NS(=O)(=O)C1=CNC=C1 N-(tert-butyl)-1H-pyrrole-3-sulfonamide